6-Bromo-7-fluoro-N-(2,3,4-trifluorophenyl)-1H-indazol-5-amine BrC1=C(C=C2C=NNC2=C1F)NC1=C(C(=C(C=C1)F)F)F